BrC=1C=C(C=CC1)C(C(=O)OC(C)(C)C)(CCOCC(C(=O)OC)(C)C)C tert-butyl 2-(3-bromophenyl)-4-(3-methoxy-2,2-dimethyl-3-oxopropoxy)-2-methylbutanoate